5-(1-(2,2-difluoroethyl)-1H-benzo[d][1,2,3]triazol-6-yl)-N-((3R,4S)-1-ethyl-4-fluoropyrrolidin-3-yl)-4-methoxypyrrolo[2,1-f][1,2,4]triazin-2-amine FC(CN1N=NC2=C1C=C(C=C2)C=2C=CN1N=C(N=C(C12)OC)N[C@@H]1CN(C[C@@H]1F)CC)F